C(C1=CC=CC=C1)NC1=C2C=C(N(C2=CC=C1)CC(F)(F)F)C1=NOC=N1 3-[4-(benzylamino)-1-(2,2,2-trifluoroethyl)-1H-indol-2-yl]-1,2,4-oxadiazol